FC=1C=C(C=CC1NC(CCN1C(C2=C(C=3C=CC(=CC13)F)N(N=C2)C)=O)=O)[I+]C2=C(C=C(C=C2C)C)C [3-fluoro-4-[3-(7-fluoro-1-methyl-4-oxo-pyrazolo[4,3-c]quinolin-5-yl)propanoylamino]phenyl]-(2,4,6-trimethylphenyl)iodonium